5-(2-methylpentyl)-2-methoxy-3-methylpyrazine CC(CC=1N=C(C(=NC1)OC)C)CCC